(3R,7'R)-12'-bromo-3H-9'-oxa-2',11',14'-triazaspiro[1-benzofuran-2,5'-tricyclo[8.4.0.02,7]tetradecane] BrC1NC2OC[C@H]3CC4(CCN3C2NC1)OC1=C(C4)C=CC=C1